CSCCCC(N1[C@@H](CCCC1)C1=CC=CC=C1)=C=O (s)-4-methylsulfanyl-1-carbonyl-1-(phenylpiperidinyl)butane